C(#N)C=1C(=CC(=NC1)N1N=CC(=C1)C(=O)NCC1=CC=C(C=C1)C(F)(F)F)OC 1-(5-Cyano-4-methoxypyridin-2-yl)-N-(4-(trifluoromethyl)benzyl)-1H-pyrazole-4-carboxamide